5-[2-(3,5-dimethyl-1H-pyrazol-4-yl)-ethyl]-2-(methoxy-methyl)-3-phenyl-1H-pyrazolo[1,5-a]pyrimidin-7-one CC1=NNC(=C1CCC=1N=C2N(C(C1)=O)NC(=C2C2=CC=CC=C2)COC)C